C(C)(=O)OC1C(OC(C(C1OC(C)=O)OC(C)=O)C(=O)OC)N(C1=NC2=C(C=CC=C2C=C1)Cl)C1=CC2=C(OCO2)C=C1 2-(benzo[d][1,3]dioxol-5-yl(8-chloroquinolin-2-yl)amino)-6-(methoxycarbonyl)tetrahydro-2H-pyran-3,4,5-triyl triacetate